CC1=C(C=CC=C1)[C@H](O)C1=NC=CC=N1 (S)-(2-methylphenyl)(pyrimidin-2-yl)methanol